OC1=CC=C(C=2C(C3=CC=CC=C3C(C12)=O)=O)NC1=CC=C(C=C1)C 1-hydroxy-4-(p-toluidino)anthraquinone